(S)-2-METHYLPENT-4-EN-1-OL C[C@H](CO)CC=C